(R)-N-(6-cyclopropyl-3-(N-methylsulfamoyl)pyridin-2-yl)-3-(3-fluoro-4-methylphenyl)-3-(1,2,4-thiadiazol-5-yl)pyrrolidine-1-carboxamide C1(CC1)C1=CC=C(C(=N1)NC(=O)N1C[C@](CC1)(C1=NC=NS1)C1=CC(=C(C=C1)C)F)S(NC)(=O)=O